NC1=C(C=NN1C)C(=O)OCC ethyl 5-amino-1-methyl-1H-pyrazole-4-carboxylate